N1(CC[C@H]2[C@@H]1CNCC2)C2=CC=C(N=N2)C2=C(C=C(C=C2C)C(F)(F)F)O 2-[6-[(3aS,7aR)-2,3,3a,4,5,6,7,7a-octahydropyrrolo[2,3-c]pyridin-1-yl]pyridazin-3-yl]-3-methyl-5-(trifluoromethyl)phenol